C(CCCCCCCCCCC)(=O)OC(CNC)=O sarcosyl laurate